6-(2,3-Difluoro-5-(2-(methylamino)ethyl)phenethyl)-4-methylpyridin-2-amine FC1=C(CCC2=CC(=CC(=N2)N)C)C=C(C=C1F)CCNC